dichlorothiazoline ClC1N=C(SC1)Cl